NC1=CC=C(C=C1)S(=O)(=O)NC(C(OC)OC)CCCC 4-amino-N-(1,1-dimethoxyhexane-2-yl)benzenesulfonamide